triazinane N1NNCCC1